OCCCCC(=O)NCCCNC(OCC1=CC=CC=C1)=O benzyl (3-(5-hydroxypentanamido)propyl)carbamate